[C@H]([C@@H](C(=O)N)O)(C(=O)O)N The molecule is a non-proteinogenic L-alpha-amino acid that is the (3S)-hydroxy-derivative of L-asparagine. It is a L-asparagine derivative and a non-proteinogenic L-alpha-amino acid. It is a tautomer of a (3S)-3-hydroxy-L-asparagine zwitterion.